CCCCCCCCCC(CC\C=C/CCCCCC)=O (Z)-eicos-13-ene-10-one